C(C)(=O)N[C@H]1C[C@H](CCC1)C(=O)NC1=NC=C(C(=C1)C1=C2N(N=C1)CC(C2)(C)C)C (1s,3r)-3-acetamido-N-(4-(5,5-dimethyl-5,6-dihydro-4H-pyrrolo[1,2-b]pyrazol-3-yl)-5-methylpyridin-2-yl)cyclohexanecarboxamide